N1=CC=C(C=C1)C1=NNC(=N1)C1=CC=NC=C1 3,5-Bis(4-pyridyl)-1,2,4-triazole